N-(4-(7-methoxy-6-(3-((1-methyl-1H-pyrazol-4-yl)amino)propoxy)quinazolin-4-yl)phenyl)-2-(4-(trifluoromethyl)phenyl)acetamide COC1=C(C=C2C(=NC=NC2=C1)C1=CC=C(C=C1)NC(CC1=CC=C(C=C1)C(F)(F)F)=O)OCCCNC=1C=NN(C1)C